Cl.Cl.FC=1C(=CC2=CC=CC=C2C1)N1CC2CN(CC2C1)C 2-(3-fluoronaphthalen-2-yl)-5-methyloctahydropyrrolo[3,4-c]pyrrole dihydrochloride